6-Chloro-4-[(2S,5R)-2,5-dimethyl-4-prop-2-enoyl-piperazin-1-yl]-7-(2-fluorophenyl)-1-(2-isopropyl-4-methyl-3-pyridyl)pteridin-2-one ClC=1N=C2C(=NC(N(C2=NC1C1=C(C=CC=C1)F)C=1C(=NC=CC1C)C(C)C)=O)N1[C@H](CN([C@@H](C1)C)C(C=C)=O)C